3-methoxy-4,6-di-tert-butylpyridine COC=1C=NC(=CC1C(C)(C)C)C(C)(C)C